N1=CC=C(C=C1)CNC(CCCCCCC\C=C/CCCCCCCC)=O N-(pyridin-4-ylmethyl)oleamide